ClC1=NC=C(C(=O)NC([2H])([2H])[2H])C(=C1)NC1=CN(C2=C1C(N(C=C2C)CC)=O)C 6-Chloro-4-((5-ethyl-1,7-dimethyl-4-oxo-4,5-dihydro-1H-pyrrolo[3,2-c]pyridin-3-yl)amino)-N-(methyl-d3)nicotinamide